ClC1=C(C=C(C(=O)NC2=CC(=CC(=C2)C(=O)C=2C=C3N=C(C=NC3=CC2)N2CCOCC2)F)C=C1)F 4-chloro-3-fluoro-N-(3-fluoro-5-(3-morpholinoquinoxaline-6-carbonyl)phenyl)benzamide